fluoro-n-propanesulfonic acid FC(CC)S(=O)(=O)O